2-(3-{5-chloro-2-[(oxacyclohex-4-yl)amino]pyrimidin-4-yl}-5-oxo-5H,6H,7H-pyrrolo[3,4-b]pyridin-6-yl)-N-[(1S)-1-[3-(difluoromethoxy)phenyl]-2-hydroxyethyl]acetamide ClC=1C(=NC(=NC1)NC1CCOCC1)C=1C=C2C(=NC1)CN(C2=O)CC(=O)N[C@H](CO)C2=CC(=CC=C2)OC(F)F